tert-Butyl (((3aR,4S,8S,8aR)-8-amino-2,2-dimethyltetrahydro-4,7-epoxy[1,3]dioxolo[4,5-d]oxepin-4(5H)-yl)methyl)carbamate N[C@@H]1C2OC[C@@]([C@H]3[C@@H]1OC(O3)(C)C)(O2)CNC(OC(C)(C)C)=O